Pentaerythritol tetrakis{3-(3,5-di-tert-butyl-4-hydroxyphenyl)propionate} C(C)(C)(C)C=1C=C(C=C(C1O)C(C)(C)C)CCC(=O)OCC(COC(CCC1=CC(=C(C(=C1)C(C)(C)C)O)C(C)(C)C)=O)(COC(CCC1=CC(=C(C(=C1)C(C)(C)C)O)C(C)(C)C)=O)COC(CCC1=CC(=C(C(=C1)C(C)(C)C)O)C(C)(C)C)=O